2-(4-acetoxyl-3-methoxyphenyl)-2-octanoylmalonic acid diethyl ester C(C)OC(C(C(=O)OCC)(C(CCCCCCC)=O)C1=CC(=C(C=C1)OC(=O)C)OC)=O